C(CCC)OC(C=CC=1C=C2CN(C(C2=CC1)=O)C1C(NC(CC1)=O)=O)=O.[CH-]1C=CC=C1.[CH-]1C=CC=C1.[Cr+2].[Cr] chromium chromocene butyl-3-(2-(2,6-dioxopiperidin-3-yl)-1-oxoisoindolin-5-yl)acrylate